Trans-4-(2-(3-hydroxyphenyl)-6-(benzenesulfonyl)imidazo[4,5-d]pyrrolo[2,3-b]pyridine-1(6H)-yl)cyclohexanecarbonitrile OC=1C=C(C=CC1)C1=NC=2C(=C3C(=NC2)N(C=C3)S(=O)(=O)C3=CC=CC=C3)N1[C@@H]1CC[C@H](CC1)C#N